(2S,4S)-2-carbamothioyl-N-(4-methyl-5-(2-(1,1,1-trifluoro-2-methylpropan-2-yl)pyridin-4-yl)thiazol-2-yl)-4-(trifluoromethyl)pyrrolidine-1-carboxamide C(N)(=S)[C@H]1N(C[C@H](C1)C(F)(F)F)C(=O)NC=1SC(=C(N1)C)C1=CC(=NC=C1)C(C(F)(F)F)(C)C